CC(=O)NC1=CC=C(C=C1)OC(=O)CCCO[N+](=O)[O-] nitroparacetamol